FC(S(=O)(=O)O)(F)F.BrC(CN)CBr 2,3-dibromo-1-propylamine trifluoromethanesulfonate